ClC1=CC=C(C=C1)NC(=O)N1CCC(CC1)CC1=CN(C2=CC=CC=C12)C(=O)OC1=CC=CC=C1 phenyl 3-((1-((4-chlorophenyl) carbamoyl) piperidin-4-yl) methyl)-1H-indole-1-carboxylate